COC=1C(=CC(=C(C1)N(CCN(C(OC(C)(C)C)=O)C)C)[N+](=O)[O-])NC1=NC=CC(=N1)C1=CN(C2=CC=CC=C12)C tert-Butyl N-[2-[[5-methoxy-4-[[4-(1-methylindol-3-yl)pyrimidin-2-yl]amino]-2-nitrophenyl]-methylamino]ethyl]-N-methylcarbamate